ClC=1C(=CC2=C(N(C(N=C2N2C[C@H](N(C[C@@H]2C)C(=O)OC(C)(C)C)C)=O)C=2C(=NC=CC2C)C(C)C)N1)F tert-butyl (2R,5S,M)-4-(7-chloro-6-fluoro-1-(2-isopropyl-4-methylpyridin-3-yl)-2-oxo-1,2-dihydropyrido[2,3-d]pyrimidin-4-yl)-2,5-dimethylpiperazine-1-carboxylate